7-bromo-6-chloro-5-(3-fluoro-2-pyridinyl)-1,3-dihydro-1,4-benzodiazepine-2-thione BrC=1C=CC2=C(C(=NCC(N2)=S)C2=NC=CC=C2F)C1Cl